FC1(CCC(CC1)OC1=C(C=C(C=C1)NS(=O)(=O)C)C1=CN(C(C(=C1)C)=O)C)F N-[4-(4,4-difluorocyclohexyl)oxy-3-(1,5-dimethyl-6-oxopyridin-3-yl)phenyl]methanesulfonamide